Z-7-tetradecenal C(CCCCC\C=C/CCCCCC)=O